ethyl 3-(3-ethyl-3-((R)-1-(3-(8-methoxyimidazo[1,2-a]pyrazin-6-yl)phenyl)ethyl)ureido)-4,4,4-trifluorobutanoate C(C)N(C(NC(CC(=O)OCC)C(F)(F)F)=O)[C@H](C)C1=CC(=CC=C1)C=1N=C(C=2N(C1)C=CN2)OC